(S)-4-(2-amino-3-(1H-indol-3-yl)propanamido)-N-(6-(trifluoromethoxy)benzo[d]thiazol-2-yl)butanamide N[C@H](C(=O)NCCCC(=O)NC=1SC2=C(N1)C=CC(=C2)OC(F)(F)F)CC2=CNC1=CC=CC=C21